FC1=CC2=C(N=C(S2)NC(=O)C23CC4(CC(CC(C2)C4)(C3)C)C)C=C1 N-(6-fluoro-1,3-benzothiazol-2-yl)-3,5-dimethyladamantane-1-carboxamide